sodium trifluoromanganate [Mn](=O)(=O)([O-])F.[Mn](=O)(=O)([O-])F.[Mn](=O)(=O)([O-])F.[Na+].[Na+].[Na+]